C(C1=CC=CC=C1)SC1=CC(=C(C=C1)NC([C@H](CC1=CC=CC=C1)NC(C1=CC=C(C=C1)F)=O)=O)OC (S)-N-(1-(4-(benzylthio)-2-methoxyphenylamino)-1-oxo-3-phenylpropan-2-yl)-4-fluorobenzamide